1-(4-((4-((3'-(difluoromethyl)-4'-fluoro-4-methoxy-[1,1'-biphenyl]-3-yl)amino)-7-methoxy-quinazolin-6-yl)oxy)piperidin-1-yl)prop-2-en-1-one FC(C=1C=C(C=CC1F)C1=CC(=C(C=C1)OC)NC1=NC=NC2=CC(=C(C=C12)OC1CCN(CC1)C(C=C)=O)OC)F